N1(CCOCC1)[O-] morpholinolate